ClC(CCCCCCCCCC)CCCC(CCCCCCC)Cl 11,15-dichloro-docosane